ClC1=CC(=C(N=N1)C(=O)N)NC1=C(C(=CC=C1)C1=NN(C(=C1)P(=O)(C1CC1)C1CC1)C([2H])([2H])[2H])OC 6-chloro-4-((3-(5-(dicyclopropylphosphoryl)-1-(methyl-d3)-1H-pyrazol-3-yl)-2-methoxyphenyl)amino)pyridazine-3-carboxamide